ClC1=NC=CC(=C1)C1=NC=2C=CC3=C(C2C=C1)C1=C(S3)C(N[C@@H](CN1)C)=O (R)-3-(2-chloropyridin-4-yl)-10-methyl-9,10,11,12-tetrahydro-8H-[1,4]diazepino[5',6':4,5]thieno[3,2-f]quinolin-8-one